1-(7-((5-(imidazo[1,2-a]pyridin-6-yl)-4-methoxypyrrolo[2,1-f][1,2,4]triazin-2-yl)amino)-2-azaspiro[3.5]nonan-2-yl)ethan-1-one N=1C=CN2C1C=CC(=C2)C=2C=CN1N=C(N=C(C12)OC)NC1CCC2(CN(C2)C(C)=O)CC1